[N+](=O)([O-])C=1NC=CC1 nitropyrrol